tert-butyl (2R,3S,4S)-4-[(tert-butoxycarbonyl)oxy]-2-[(4-methoxyphenyl)methyl]-3-{[(5-methyl-1,3,4-thiadiazol-2-yl)carbamoyl]oxy}pyrrolidine-1-carboxylate C(C)(C)(C)OC(=O)O[C@@H]1[C@H]([C@H](N(C1)C(=O)OC(C)(C)C)CC1=CC=C(C=C1)OC)OC(NC=1SC(=NN1)C)=O